1-(2-(6-(Trifluoromethyl)imidazo[1,2-a]pyrazin-3-yl)pyrimidin-4-yl)pyrrolidine-3-carboxamide FC(C=1N=CC=2N(C1)C(=CN2)C2=NC=CC(=N2)N2CC(CC2)C(=O)N)(F)F